C(C)OC(/C=C/1\CCC2=CC=C(C=C12)OC(F)(F)F)=O.C(C)(C)C(=O)C(C)(C)S(=O)(=O)C1=CC=C(C)C=C1 2-Isopropylcarbonyl-2-(p-toluenesulfonyl)propane Ethyl-(E)-(6-trifluoromethoxy-1-indanylidene)acetate